1-[3-[(1S)-1-(2,2-difluoro-1,3-benzodioxol-5-yl)ethoxy]-4-fluoro-phenyl]-3-(trifluoromethyl)-5,6-dihydro-4H-indazol-7-one FC1(OC2=C(O1)C=CC(=C2)[C@H](C)OC=2C=C(C=CC2F)N2N=C(C=1CCCC(C21)=O)C(F)(F)F)F